3-(methacryloyloxy)-2,2-dimethylpropyl 3-oxobutyrate O=C(CC(=O)OCC(COC(C(=C)C)=O)(C)C)C